C(CCC)OC(C(=C(C1=CC=C(C=C1)OC)C)C#N)=O Butyl-α-cyano-β-methyl-p-methoxycinnamat